1-(2-(6-(Trifluoromethyl)imidazo[1,2-a]pyrazin-3-yl)pyrimidin-4-yl)piperidine-3-carbonitrile FC(C=1N=CC=2N(C1)C(=CN2)C2=NC=CC(=N2)N2CC(CCC2)C#N)(F)F